decamethylene bistrimellitate C(C=1C(C(=O)[O-])=CC(C(=O)[O-])=CC1)(=O)OCCCCCCCCCCOC(C=1C(C(=O)[O-])=CC(C(=O)[O-])=CC1)=O